5-((1-benzylpiperidin-4-yl)(methyl)amino)-4-methyl-N-(thiazol-4-yl)pyridine-2-sulfonamide trifluoroacetate salt FC(C(=O)O)(F)F.C(C1=CC=CC=C1)N1CCC(CC1)N(C=1C(=CC(=NC1)S(=O)(=O)NC=1N=CSC1)C)C